N1C(=CC=C1)C=1C=C(CN2CCN(CC2)CC=2C=C3CN(C(C3=CC2)=O)C2C(NC(CC2)=O)=O)C=CC1 3-(5-((4-(3-(1H-pyrrol-2-yl)benzyl)piperazin-1-yl)methyl)-1-oxoisoindolin-2-yl)piperidine-2,6-dione